5-(2-nitrophenyl)-N2-(oxetan-3-yl)pyridine-2,5-diamine [N+](=O)([O-])C1=C(C=CC=C1)C1(CC=C(N=C1)NC1COC1)N